CC1CC(CCC1)(N)CC1(CC(CCC1)C)N bis(3-methyl-aminocyclohexyl)methane